C(C)(C)N(CC(=O)C1=CNC2=NC=C(C=C21)OC)C 2-(isopropyl(methyl)amino)-1-(5-methoxy-1H-pyrrolo[2,3-b]pyridin-3-yl)ethan-1-one